C(C1=CC=CC=C1)N1C(=NCC1=O)N(C1=CC=CC=C1)CC1=CC=CC=C1 3-benzyl-2-(benzyl-(phenyl)amino)-3,5-dihydro-4H-imidazol-4-one